ClC=1C=C2C(=C(C=NC2=CC1)C1CCNCC1)NC1=C(C(=O)O)C=CC=C1 2-[[6-chloro-3-(4-piperidyl)-4-quinolyl]amino]benzoic acid